C1(CC1)C=1C=CC(=NC1CC1=CC=C(C=C1)F)C(=O)N[C@@](CCOCCOCCOCCNC(OC(C)(C)C)=O)(C(=O)OCC)CC Ethyl (S)-17-(5-cyclopropyl-6-(4-fluorobenzyl)picolinamido)-17-ethyl-2,2-dimethyl-4-oxo-3,8,11,14-tetraoxa-5-azaoctadecan-18-oate